C1(CC1)N(C=1N=CC(=NC1)C1=C(C=C(C(=C1)F)C=1C=NN(C1)C)O)[C@@H]1[C@H]2CN[C@@H]([C@@H]1F)C2 2-(5-{cyclopropyl[(1R,4R,5R,6S)-6-fluoro-2-azabicyclo[2.2.1]heptan-5-yl]amino}pyrazin-2-yl)-4-fluoro-5-(1-methyl-1H-pyrazol-4-yl)phenol